1-[3-(1,3-dioxolan-2-yl)phenyl]-3-[(4-methoxyphenyl)methyl]-hexahydropyrimidine-2,4-dione O1C(OCC1)C=1C=C(C=CC1)N1C(N(C(CC1)=O)CC1=CC=C(C=C1)OC)=O